(S)-2-(2-(3,4-dimethoxyphenyl)-3-isopropyl-1H-indol-5-yl)-5-(pyrrolidin-2-ylmethyl)-1,3,4-oxadiazole COC=1C=C(C=CC1OC)C=1NC2=CC=C(C=C2C1C(C)C)C=1OC(=NN1)C[C@H]1NCCC1